4-(2-Amino-2-methylpropanoyl)-N-(1-(6-(((1R,3R)-3-aminocyclopentyl)amino)-5,6,7,8-tetrahydronaphthalen-2-yl)-2-oxo-1,2-dihydropyrimidin-4-yl)piperazine-1-carboxamide hydrochloride Cl.NC(C(=O)N1CCN(CC1)C(=O)NC1=NC(N(C=C1)C1=CC=2CCC(CC2C=C1)N[C@H]1C[C@@H](CC1)N)=O)(C)C